C=CC=CC=C Hexa-1,3,5-triene